rac-Benzyl 3-(cyclopropylmethoxy)[1,4'-bipiperidine]-1'-carboxylate C1(CC1)CO[C@H]1CN(CCC1)C1CCN(CC1)C(=O)OCC1=CC=CC=C1 |r|